iso-octyl-3-mercaptopropionat C(CCCCC(C)C)OC(CCS)=O